NC1=C(C(=NN1C)C1CC(CC1)C1=CC=C(C=C1)N(C)C)C(=O)NC1=CC(=C(C=C1)F)Cl 5-Amino-N-(3-chloro-4-fluorophenyl)-3-(3-(4-(dimethylamino)phenyl)cyclopentyl)-1-methyl-1H-pyrazole-4-carboxamide